1-((4-(tert-butyl)phenyl)sulfonyl)-N-(4-(trifluoromethyl)phenethyl)-1H-pyrrole-3-carboxamide C(C)(C)(C)C1=CC=C(C=C1)S(=O)(=O)N1C=C(C=C1)C(=O)NCCC1=CC=C(C=C1)C(F)(F)F